p-phenyl-(thiophenyl)biphenyl sulfonium hexafluoroantimonate F[Sb-](F)(F)(F)(F)F.[SH3+].C1(=CC=CC=C1)C1=CC(=C(C=C1)C1=CC=CC=C1)C=1SC=CC1